Trans-3a-Fluorohexahydropyrrolo[3,4-c]pyrrole-2(1H)-carboxylic acid tert-butyl ester C(C)(C)(C)OC(=O)N1C[C@H]2CNC[C@@]2(C1)F